CN1N=C2N=CC(=CC2=C1)C1=CC=C2C(=N1)SC(=C2)C(O)C2CCOCC2 (6-(2-methyl-2H-pyrazolo[3,4-b]pyridin-5-yl)thieno[2,3-b]pyridin-2-yl)(tetrahydro-2H-pyran-4-yl)methanol